N1=C(C=CC=C1)C(C)C1=CC=C(C(=O)N)C=C1 4-[1-(pyridin-2-yl)ethyl]Benzamide